trans-6-bromo-7b-(trifluoromethyl)-1a,2-dihydro-1H-cyclopropa[c]isoquinolin-3(7bH)-one BrC1=CC=2[C@]3([C@H](NC(C2C=C1)=O)C3)C(F)(F)F